N-{[5-chloro-6-(5-ethoxy-2-pyrazinyl)-2-indolyl]methyl}acetamide ClC=1C=C2C=C(NC2=CC1C1=NC=C(N=C1)OCC)CNC(C)=O